7-bromo-3-(tetrahydrofuran-3-yl)-1H-indole BrC=1C=CC=C2C(=CNC12)C1COCC1